C(CCCCC)(=O)OCCCN(C(/C=C/C(NCCOCCN(C)C)=O)=O)CCCOC(CCCCC)=O (E)-13-(3-(hexanoyloxy) propyl)-2-methyl-9,12-dioxo-5-oxa-2,8,13-triaza-hexadec-10-en-16-yl hexanoate